1-(phenylthio)-5-bromoisoquinoline C1(=CC=CC=C1)SC1=NC=CC2=C(C=CC=C12)Br